BrC=1C(NC2=CC(=NC=C2C1)NC)=O 3-bromo-7-(methylamino)-1,6-naphthyridin-2(1H)-one